CS(=O)(=O)CCN1C=NC2=C(C1=O)C=C(N=C2C=2C=NC=CC2)C2=CC=C(C=C2)C(F)(F)F 3-(2-(methylsulfonyl)ethyl)-8-(pyridin-3-yl)-6-(4-(trifluoromethyl)phenyl)pyrido[3,4-d]Pyrimidin-4(3H)-one